ClCCC[C@@]1(N(C[C@@H](C1)OC1=CC(=CC=C1)I)C(=O)OC(C)(C)C)C(=O)OC 1-(tert-butyl) 2-methyl (2S,4R)-2-(3-chloropropyl)-4-(3-iodophenoxy)pyrrolidine-1,2-dicarboxylate